CN(C1=CC(=C(C=C1[N+](=O)[O-])NC1=NC=C(C=N1)F)OC)C 2-(4-(dimethylamino)-2-methoxy-5-nitrophenylamino)-5-fluoropyrimidine